3-(4-amino-3-fluorophenyl)-1-methyl-1H-pyrazolo[3,4-d]pyrimidin-4-amine NC1=C(C=C(C=C1)C1=NN(C2=NC=NC(=C21)N)C)F